isopropyl-biphenol C(C)(C)C1=C(C(=CC=C1)O)C=1C(=CC=CC1)O